[B].[B].OC(C)(C)C(C)(C)O (pinacol) diboron